ClC1=CC(=CC(=N1)N1C(C2=CC(=CC=C2C1)C1(CCC1)CC1=NN=CN1C)=O)CNCCC(F)(F)F 2-(6-Chloro-4-(((3,3,3-trifluoropropyl)amino)methyl)pyridin-2-yl)-6-(1-((4-methyl-4H-1,2,4-triazol-3-yl)methyl)cyclobutyl)isoindolin-1-one